N1C=CC2=CC=C(C=C12)NC1=CC(=CC(=N1)C#N)N1CCN(CC1)C 6-((1H-indol-6-yl)amino)-4-(4-methylpiperazin-1-yl)picolinonitrile